C(CC)S(=O)(=O)ON=C1SC=CC1=C(C#N)C1=C(C=CC=C1)C 2-[2-(propylsulfonyloxyimino)thiophene-3(2H)-ylidene]-2-(2-methylphenyl)acetonitrile